N-((3S,10R,13S)-10,13-dimethyl-17-(pyridin-3-yl)-2,3,4,7,8,9,10,11,12,13,14,15-dodecahydro-1H-cyclopenta[a]phenanthren-3-yl)-4-fluoronicotinamide C[C@]12C3CC[C@@]4(C(=CCC4C3CC=C2C[C@H](CC1)NC(C1=CN=CC=C1F)=O)C=1C=NC=CC1)C